COC1=CC=2NC=NC(C2C=N1)=O 7-methoxy-1H-pyrido[4,3-d]pyrimidin-4-one